2-oxo-N-phenethylpiperidine-4-carboxamide O=C1NCCC(C1)C(=O)NCCC1=CC=CC=C1